BrCC(C#N)(C1=CC(=CC=C1)C(F)(F)F)C 3-bromo-2-methyl-2-(3-(trifluoromethyl)phenyl)propanenitrile